C(C)(C)(C)OC(NC=1N=C(C2=C(N1)C=NN2CC2=C(C=C(C=C2)CO)OC)NCC2=NOC(=N2)C)=O (1-(4-(hydroxymethyl)-2-methoxybenzyl)-7-(((5-methyl-1,2,4-oxadiazol-3-yl)methyl)amino)-1H-pyrazolo[4,3-d]Pyrimidin-5-yl)carbamic acid tert-butyl ester